C(CCCCC(C)C)C(C(=O)[O-])S.C(CCCCC(C)C)C(C(=O)[O-])S.C(CCCCCCC)[Sn+2]CCCCCCCC dioctyltin bis(isooctylthioglycolate)